6-Chloro-3-[1-hydroxyl-(2-methyl-thiazol-4-yl)-methylidene]-5-(4-morpholin-4-yl-phenyl)-1,3-dihydro-indol-2-one ClC1=C(C=C2C(C(NC2=C1)=O)=C(O)C=1N=C(SC1)C)C1=CC=C(C=C1)N1CCOCC1